C5-chloro-3-(ethylamino)-1-((2-(trimethylsilyl)ethoxy)methyl)-1H-pyrazolo[4,3-b]pyridine-7-carbaldehyde ClC1=CC(=C2C(=N1)C(=NN2COCC[Si](C)(C)C)NCC)C=O